4-bromo-carbazole BrC1=CC=CC=2NC3=CC=CC=C3C12